ClC=1C(=NC(=NC1)N[C@H]1[C@@H](COCC1)O)C=1C=C(C=2N(C1)C(=C(N2)C)C(C)C)F (3S,4R)-4-((5-chloro-4-(8-fluoro-3-isopropyl-2-methylimidazo[1,2-a]pyridin-6-yl)pyrimidin-2-yl)amino)tetrahydro-2H-pyran-3-ol